8-((3-chlorobenzyl)thio)-1,3,7-trimethyl-1H-purine-2,6(3H,7H)-dione ClC=1C=C(CSC2=NC=3N(C(N(C(C3N2C)=O)C)=O)C)C=CC1